ClC=1C=C(C(=O)N(C(C)C2=NC=NN2C2=NC=CC=N2)COCC)C=C(C1)C(F)(F)F 3-chloro-N-(ethoxymethyl)-N-{1-[1-(pyrimidin-2-yl)-1H-1,2,4-triazol-5-yl]ethyl}-5-(trifluoromethyl)benzamide